4-(5-trifluoromethyl-[1,2,4]oxadiazol-3-yl)-benzylamine hydrochloride Cl.FC(C1=NC(=NO1)C1=CC=C(CN)C=C1)(F)F